(E)-2,4,6-trifluoro-N-(2-oxo-5-(4-(4-(4-oxopent-2-enoyl)piperazin-1-yl)quinolin-6-yl)-1,2-dihydropyridin-3-yl)benzenesulfonamide FC1=C(C(=CC(=C1)F)F)S(=O)(=O)NC=1C(NC=C(C1)C=1C=C2C(=CC=NC2=CC1)N1CCN(CC1)C(\C=C\C(C)=O)=O)=O